BrC1=CC=2N(C=C1)C(=CN2)C2=CC(=C(C(=O)O)C(=C2)OC)OC 4-(7-bromoimidazo[1,2-a]pyridin-3-yl)-2,6-dimethoxy-benzoic acid